The molecule is a 1,2-diacyl-sn-glycero-3-phospho-(1'-sn-glycerol)(1-) in which the 1- and 2-acyl groups are specified as hexadecanoyl (palmitoyl) and octadecanoyl (stearoyl) respectively; major species at pH 7.3. It is a conjugate base of a 1-hexadecanoyl-2-octadecanoyl-sn-glycero-3-phospho-(1'-sn-glycerol). CCCCCCCCCCCCCCCCCC(=O)O[C@H](COC(=O)CCCCCCCCCCCCCCC)COP(=O)([O-])OC[C@H](CO)O